FC1=C(C=CC(=C1)F)CC1=CCN(O1)CCC1=CNC2=CC=C(C=C12)F 5-[(2,4-difluorophenyl)methyl]-N-[2-(5-fluoro-1H-indol-3-yl)ethyl]isoxazole